2-(1-(3-((2-(3-Chloro-1-methyl-1H-pyrazol-4-yl)pyrimidin-4-yl)amino)-5-isopropylisoquinolin-8-yl)azetidin-3-yl)tetrahydrothiophene 1,1-dioxide ClC1=NN(C=C1C1=NC=CC(=N1)NC=1N=CC2=C(C=CC(=C2C1)C(C)C)N1CC(C1)C1S(CCC1)(=O)=O)C